C12CN(CC2CC1)CC(=O)NC=1C=C(C(=NC1)C)NC(=O)C=1N=NN2C1C=CC(=C2)C=2C=NN(C2)C2COCC2 N-[5-[[2-(3-azabicyclo[3.2.0]heptan-3-yl)acetyl]amino]-2-methyl-3-pyridyl]-6-(1-tetrahydrofuran-3-ylpyrazol-4-yl)triazolo[1,5-a]pyridine-3-carboxamide